n-heptanoyloxy phosphate P(=O)(OOC(CCCCCC)=O)([O-])[O-]